C(C)(C)(C)OC(=O)N[C@H]1C\C=C/C[C@@H]2N(C1=O)[C@@H](CC2)C(=O)OC methyl (3S,6S,10aR,Z)-6-((tert-butoxycarbonyl)amino)-5-oxo-1,2,3,5,6,7,10,10a-octahydropyrrolo[1,2-a]azocine-3-carboxylate